N1C(=NC=C1)C1=C(C=CC=C1)NC1=C(C=CC=C1)CCC1=C(C(=CC=C1)C)Cl N-(2-(1H-imidazol-2-yl)phenyl)-2-(2-chloro-3-methylphenethyl)aniline